BrC1=CSC=2C(OCC3(C21)CC3)CNC 1-(3'-bromo-5'H,7'H-spiro[cyclopropane-1,4'-thieno[2,3-c]pyran]-7'-yl)-N-methylmethylamine